C1(CC1)CC1=C2C(=NC=C1F)C=C(N2)CN2C(C(=CC=C2)NC([C@H](CC\C=C\C(=O)N(C)C)NC(OC)=O)=O)=O methyl (S,E)-(1-((1-((7-(cyclopropylmethyl)-6-fluoro-1H-pyrrolo[3,2-b]pyridin-2-yl)methyl)-2-oxo-1,2-dihydropyridin-3-yl)amino)-7-(dimethylamino)-1,7-dioxohept-5-en-2-yl)carbamate